FC(S(=O)C=1N=C2N(N1)[C@@H](C[C@@H]2F)C2=CC=CC=C2)F |r| rac-(5S,7S)-2-(difluoromethylsulfinyl)-7-fluoro-5-phenyl-6,7-dihydro-5H-pyrrolo[1,2-b][1,2,4]triazole